5-[(1R,5S)-8-tert-butoxycarbonyl-8-azabicyclo[3.2.1]oct-3-yl]-2-methyl-benzoic acid C(C)(C)(C)OC(=O)N1[C@H]2CC(C[C@@H]1CC2)C=2C=CC(=C(C(=O)O)C2)C